ethyl 1-(4-fluoro-2-methylphenyl)-4-hydroxy-1H-pyrazole-3-carboxylate FC1=CC(=C(C=C1)N1N=C(C(=C1)O)C(=O)OCC)C